C1=CC=CC=2C3=CC=CC=C3N(C12)C=1C=C(C=C(C1)C1=NC(=NC(=N1)C1=CC=CC=C1)C1=CC=CC=C1)N1C2=CC=CC=C2C=2C=CC=CC12 9-(3-(9H-carbazol-9-yl)-5-(4,6-diphenyl-1,3,5-triazin-2-yl)phenyl)-9H-carbazole